ClC1=CC=C(C=C1)C1CCC(CC1)F 1-chloro-4-(4-fluorocyclohexyl)benzene